N-(1-((1r,2s)-2-fluorocyclopropyl)-2-oxo-1,2-dihydropyridin-3-yl)-2-(1-(fluoromethyl)-2-oxabicyclo[2.1.1]hex-4-yl)-7-isopropoxyimidazo[1,2-a]pyrimidine-6-carboxamide F[C@@H]1[C@@H](C1)N1C(C(=CC=C1)NC(=O)C=1C(=NC=2N(C1)C=C(N2)C21COC(C2)(C1)CF)OC(C)C)=O